tert-butyl 4-((1-cyclopropyl-2-iodo-1H-indol-4-yl)amino)-3-fluoropiperidine-1-carboxylate C1(CC1)N1C(=CC2=C(C=CC=C12)NC1C(CN(CC1)C(=O)OC(C)(C)C)F)I